N-methyl-2-(pyrrolidin-1-yl)ethan-1-amine CNCCN1CCCC1